IC=1C=CC=C2C=C(C=C(C12)C(=O)O)[N+](=O)[O-] 8-iodo-3-nitro-1-naphthoic acid